ammonium nonafluoroundecyl-sulfonate ammonium [NH4+].FC(C(C(F)(F)S(=O)(=O)[O-])(F)F)(CCCCCCCC(F)(F)F)F.[NH4+].FC(C(C(F)(F)S(=O)(=O)[O-])(F)F)(CCCCCCCC(F)(F)F)F